((S)-1-(3-bromophenyl)-2-((tert-butyldimethylsilyl)oxy)-ethyl)-4-(3-(2-Methylpyridin-4-yl)-1-(tetrahydro-2H-pyran-2-yl)-1H-indazol-5-yl)pyridin-2(1H)-one BrC=1C=C(C=CC1)[C@@H](CO[Si](C)(C)C(C)(C)C)N1C(C=C(C=C1)C=1C=C2C(=NN(C2=CC1)C1OCCCC1)C1=CC(=NC=C1)C)=O